4-[[(5Z)-5-[[4-[(E)-3-(2,4-Dimethylphenyl)-3-oxoprop-1-enyl]phenyl]methylidene]-2,4-dioxo-1,3-thiazolidin-3-yl]methyl]benzoic acid CC1=C(C=CC(=C1)C)C(/C=C/C1=CC=C(C=C1)\C=C/1\C(N(C(S1)=O)CC1=CC=C(C(=O)O)C=C1)=O)=O